[Si]([O-])([O-])([O-])[O-].[Al+3].[Co+2] cobalt aluminum silicate salt